4-Bromo-2-(difluoromethoxy)-1-nitrobenzene BrC1=CC(=C(C=C1)[N+](=O)[O-])OC(F)F